3-(3-azabicyclo[3.1.0]hexan-3-yl)-4-((pyrrolidin-1-ylsulfonyl)carbamoyl)benzoic acid C12CN(CC2C1)C=1C=C(C(=O)O)C=CC1C(NS(=O)(=O)N1CCCC1)=O